12,13-Dihydroxy-9-octadecenoic acid OC(CC=CCCCCCCCC(=O)O)C(CCCCC)O